5-acetyl-2-amino-4-(5-fluorobenzo[b]thiophen-3-yl)-6-methyl-1,4-dihydropyridine-3-carboxylic acid methyl ester COC(=O)C1=C(NC(=C(C1C=1C2=C(SC1)C=CC(=C2)F)C(C)=O)C)N